COC=1N=C2C(=C3C(=NC2=CC1OC)CCCCC3)NC3CCN(CC3)C(C)C N-{2,3-dimethoxy-6H,7H,8H,9H,10H-cyclohepta[b]1,5-naphthyridin-11-yl}-1-(propan-2-yl)piperidin-4-amine